S1C=CC(C2=CC=CC=C12)=O 4H-thiochromen-4-one